10-methylacridin CN1C=2C=CC=CC2CC2=CC=CC=C12